FC(CP(OCC#C)(OCC#C)=O)(F)F dipropargyl (2,2,2-trifluoroethyl)phosphonate